OC1=CC=C(C=C1)C1OC2=C(C(=CC=C2C(C1)C1=CC=C(C=C1)OC)OC)C 1-cis-(4-hydroxyphenyl)-4-(4-methoxyphenyl)-7-methoxy-8-methylchroman